4-((1R,5S)-3,8-diazabicyclo[3.2.1]octan-3-yl)-8-fluoro-7-(3-hydroxynaphthalen-1-yl)-2-(((S)-1-methylpyrrolidin-2-yl)methoxy)quinazoline-6-carboxylic acid [C@H]12CN(C[C@H](CC1)N2)C2=NC(=NC1=C(C(=C(C=C21)C(=O)O)C2=CC(=CC1=CC=CC=C21)O)F)OC[C@H]2N(CCC2)C